FC(C1=C(C=CC(=C1)C(F)(F)F)[C@@H](C)N1N=CC(=C1)NC(=O)C1=NOC(=C1)C1=C(C=CC=C1)OC)(F)F (R)-N-(1-(1-(2,4-bis(trifluoromethyl)phenyl)ethyl)-1H-pyrazol-4-yl)-5-(2-methoxyphenyl)isoxazole-3-carboxamide